FC1=C(C=C(C=C1)O)C(=O)N1CC2(C1)CC(C2)N2N=C(C(=C2)C)C2=C(C=CC=C2)C(F)(F)F (2-fluoro-5-hydroxyphenyl)(6-(4-methyl-3-[o-(trifluoromethyl)phenyl]-1-pyrazolyl)-2-aza-2-spiro[3.3]heptyl)methanone